4-hydroxy-N-(m-tolyl)-pyrrolidine-2-carboxamide OC1CC(NC1)C(=O)NC=1C=C(C=CC1)C